C(=O)(O)C(C)NC(CCC1C2=C(C3=C(C(=C(N3)C=C3C(=C(C(C=C4C(=C(C(=CC(C1C)=N2)N4)C)CC)=N3)C)CC)C)C(=O)N[C@@H](C)C(=O)O)C)=O (7-(3-((1-carboxyethyl)amino)-3-oxopropyl)-13,18-diethyl-2,5,8,12,17-pentamethyl-7h,8h-porphyrin-3-carbonyl)alanine